ClC1=C(C=C(C2=C1NC(=N2)C(=O)N2C(C=1N(CC2)N=CC1F)C)F)F (7-chloro-4,6-difluoro-1H-benzo[d]imidazol-2-yl)(3-fluoro-4-methyl-6,7-dihydropyrazolo[1,5-a]pyrazin-5(4H)-yl)methanone